2-(4-chlorophenyl)-4-methyl-5-acetyl-thiazole ClC1=CC=C(C=C1)C=1SC(=C(N1)C)C(C)=O